CC1C(N(C2=CC=CC=C12)C(=O)[O-])=O 3-methyl-2-oxoindoline-1-carboxylate